C(#N)C1=C(CN2C=CC3=CC(=CC=C23)C(=O)O)C=CC=C1 1-(2-cyanobenzyl)-1H-indole-5-carboxylic acid